Trans-1,3,3,3-Tetrafluoroprop-1-en F\C=C\C(F)(F)F